phosphonium urea methyl-(2R,3S,3aS,6aR)-2-((((1s,4S)-4-(3-fluorophenyl)cyclohexyl)oxy)methyl)-3-(methylsulfonamido)hexahydrocyclopenta[b]pyrrole-1(2H)-carboxylate COC(=O)N1[C@H]2[C@@H]([C@@H]([C@@H]1COC1CCC(CC1)C1=CC(=CC=C1)F)NS(=O)(=O)C)CCC2.NC(=O)N.[PH4+]